BrC1=CC=C2C(=NC(=NC2=C1F)OCC12CCCN2CCC1)N1C[C@H]2CC[C@@H](C1)N2C(=O)OC(C)(C)C Tert-butyl (1R,5S)-3-(7-bromo-8-fluoro-2-((tetrahydro-1H-pyrrolizin-7a(5H)-yl) methoxy) quinazolin-4-yl)-3,8-diazabicyclo[3.2.1]octane-8-carboxylate